[Rh]Cl.C(=O)(P(C1=CC=CC=C1)(C1=CC=CC=C1)C1=CC=CC=C1)P(C1=CC=CC=C1)(C1=CC=CC=C1)C1=CC=CC=C1 carbonyl-bis(triphenylphosphine) rhodium (I) chloride